C(CCCCCCCCCCCCCCCCCCC)OCC(O)COC(CCCCCCCCCCCCCCC)=O O-eicosanyl-3-palmitoyl-glycerol